C(C)C=1N=C(OC1)C 4-ethyl-2-methyloxazole